2-Fluoro-4-(3-(2-fluoro-4-(3-methoxypyrrolidin-1-yl)phenyl)-7-(3,9-diazaspiro[5.5]undec-3-yl)-3H-imidazo[4,5-b]pyridin-2-yl)benzonitrile FC1=C(C#N)C=CC(=C1)C1=NC=2C(=NC=CC2N2CCC3(CC2)CCNCC3)N1C1=C(C=C(C=C1)N1CC(CC1)OC)F